C1(CC1)N1C(=NC2=C(C=C(C=C2C1=O)F)[C@@H](C)OC1=C(C(=O)O)C=CC=C1)C1CCOCC1 (R)-2-(1-(3-cyclopropyl-6-fluoro-4-oxo-2-(tetrahydro-2H-pyran-4-yl)-3,4-dihydroquinazolin-8-yl)ethoxy)benzoic acid